2-(4,4-dimethyl-1,4-azasilinan-1-yl)-8-(1-hydroxyethyl)-3,6-dimethylquinazolin-4-one C[Si]1(CCN(CC1)C1=NC2=C(C=C(C=C2C(N1C)=O)C)C(C)O)C